dihydro-N-[4-[[4-(1-methylethoxy)phenyl]methyl]phenyl]-1H-imidazol-2-amine CC(C)OC1=CC=C(C=C1)CC1=CC=C(C=C1)NC1NC=CN1